8-(2-(difluoromethyl)-4-methoxyphenyl)-9-(4-((1-(3-fluoropropyl)azetidin-3-yl)methyl)phenyl)-6,7-dihydro-5H-benzo[7]annulene-3-carboxylic acid FC(C1=C(C=CC(=C1)OC)C=1CCCC2=C(C1C1=CC=C(C=C1)CC1CN(C1)CCCF)C=CC(=C2)C(=O)O)F